C(C)(C)(C)OC(=O)N1CCC2(CC2C(NC(=O)C2CCOCC2)=O)CC1 1-((tetrahydro-2H-pyran-4-carbonyl)carbamoyl)-6-azaspiro[2.5]Octane-6-carboxylic acid tert-butyl ester